1-(1-(tert-butoxycarbonyl)piperidin-3-yl)-2-oxo-1,2-dihydropyridine-3-carboxylate C(C)(C)(C)OC(=O)N1CC(CCC1)N1C(C(=CC=C1)C(=O)[O-])=O